C1(C(C(C(C1=O)=O)=O)=O)=O Cyclopentanpenton